SCC1=CSC=C1 3-mercaptomethyl-thiophene